(R)-2-((3-chloro-5-(2-(6-((2-methoxyethyl)(methyl)amino)-2-methylhexan-3-yl)-2,6-diazaspiro[3.4]oct-6-yl)-1,2,4-triazin-6-yl)oxy)-N-ethyl-5-fluoro-N-isopropylbenzamide ClC=1N=NC(=C(N1)N1CC2(CN(C2)[C@@H](C(C)C)CCCN(C)CCOC)CC1)OC1=C(C(=O)N(C(C)C)CC)C=C(C=C1)F